N1CCC(CC1)N1C(C2=CC=CC=C2C1)=O 2-(piperidin-4-yl)isoindol-1-one